Cl.NCCCCS(=O)(=O)N (3-aminopropyl)methanesulfonamide hydrochloride